3-bromo-6-{1-methyl-5-[(oxan-2-yloxy)methyl]-1H-1,2,3-triazol-4-yl}-2-(trifluoromethyl)pyridine BrC=1C(=NC(=CC1)C=1N=NN(C1COC1OCCCC1)C)C(F)(F)F